1-phenyl-6-((3-(trifluoromethyl)phenyl)sulfonyl)-4,4a,5,6,7,8-hexahydro-1H-pyrazolo[3,4-g]isoquinolin-4a-yl(pyridin-2-yl)methanone C1(=CC=CC=C1)N1N=CC2=C1C=C1CCN(CC1(C2)C(=O)C2=NC=CC=C2)S(=O)(=O)C2=CC(=CC=C2)C(F)(F)F